N-[2-methoxy-6-(1H-pyrazol-4-yl)-3-pyridinyl]-5-methyl-3-phenyl-isoxazole-4-carboxamide COC1=NC(=CC=C1NC(=O)C=1C(=NOC1C)C1=CC=CC=C1)C=1C=NNC1